C(#N)C=1C(=NN2C1N=C(C=C2)C2CCN(CC2)C(=O)OC(C)(C)C)C=2OC=CC2 Tert-butyl 4-[3-cyano-2-(2-furyl)pyrazolo[1,5-a]pyrimidin-5-yl]piperidine-1-carboxylate